ethyl 4-(1-tert-butoxycarbonylcyclopropyl)-2-chloro-thieno[3,2-b]pyrrole-5-carboxylate C(C)(C)(C)OC(=O)C1(CC1)N1C2=C(C=C1C(=O)OCC)SC(=C2)Cl